C(C)(C)(C)OC(=O)N1C(N(C2=C1C=CC=C2)CC2C(C2)C2=NC=C(C=C2)C)=O ((2-(5-methylpyridin-2-yl)cyclopropyl)methyl)-2-oxo-2,3-dihydro-1H-benzo[d]imidazole-1-carboxylic acid tert-butyl ester